CC(=CCCC(=O)OCC(O)CO)CCC=C(CCC=C(C)C)C O-(5,9,13-trimethyl-tetradeca-4,8,12-trienoyl)glycerol